(bromomethyl)piperidine-1-carboxylate BrCOC(=O)N1CCCCC1